ONC(C=C)=O N-hydroxyacrylic amide